CC1=C(C(=CC=C1)C)C1=CC(=CC(=C1)OCCN1CCCC1)C=O 2',6'-dimethyl-5-(2-(pyrrolidin-1-yl)ethoxy)-[1,1'-biphenyl]-3-carbaldehyde